2-propynylbutylcarbamate C(#CC)C(CNC([O-])=O)CC